C(=O)([O-])C(O)C(O)C(=O)O.[K+] monopotassium tartrate